C(=O)O.O=C1N(CCC(C1)C(NCCC1=NC=2NCCCC2C=C1)=O)CC(=O)O 2-(2-oxo-4-((2-(5,6,7,8-tetrahydro-1,8-naphthyridin-2-yl)ethyl)carbamoyl)piperidin-1-yl)acetic acid formic acid salt